C(C)OC(=O)C=1N(C2=C(C=CC=C2C1)OC[C@H](C)N1C=NC=C1)CC1CC1 (S)-7-(2-(1H-imidazol-1-yl)propoxy)-1-(cyclopropylmethyl)-1H-indole-2-carboxylic acid ethyl ester